2-({[(tert-butoxy)carbonyl]Amino}methyl)-1-ethyl-1H-1,3-benzodiazole-6-carboxylic acid tert-butyl ester C(C)(C)(C)OC(=O)C=1C=CC2=C(N(C(=N2)CNC(=O)OC(C)(C)C)CC)C1